(1R,2R,3S,4R,5S)-1-(2-(2-Amino-3-methylquinolin-7-yl)ethyl)-4-(4-amino-7H-pyrrolo[2,3-d]pyrimidin-7-yl)bicyclo[3.1.0]hexane-2,3-diol NC1=NC2=CC(=CC=C2C=C1C)CC[C@@]12[C@H]([C@H]([C@@H]([C@H]2C1)N1C=CC2=C1N=CN=C2N)O)O